OCCCCN(CCCCCCCC(=O)OC(CCCCCC)CCCCCCCC)CCCCCC(OCCCCCCCCCCC(F)(F)F)=O Pentadecan-7-yl 8-((4-hydroxybutyl)(6-oxo-6-((11,11,11-trifluoroundecyl)oxy)-hexyl)amino)octanoate